3-(2,4'-dichlorobenzhydryloxy)-N-(tert-butyl)azetidine-1-carboxamide ClC1=C(C(C2=CC=C(C=C2)Cl)OC2CN(C2)C(=O)NC(C)(C)C)C=CC=C1